C(C1=CC=CC=C1)(=O)N1C(N(C=CC1=O)[C@@H]1O[C@@H]([C@H]([C@H]1COC)O[Si](C)(C)C(C)(C)C)CO)=O 3-benzoyl-1-((2R,3R,4S,5R)-4-((tert-butyldimethylsilyl)oxy)-5-(hydroxymethyl)-3-(methoxymethyl)tetrahydrofuran-2-yl)pyrimidine-2,4(1H,3H)-dione